ClC1=C(C(=O)C2=CNC3=NC=CC(=C32)NC3CCC(CC3)C(=O)NCCO)C=CC(=C1)OC1=CC=CC=C1 (1r,4r)-4-((3-(2-chloro-4-phenoxybenzoyl)-1H-pyrrolo[2,3-b]pyridin-4-yl)amino)-N-(2-hydroxyethyl)cyclohexane-1-carboxamide